N(=[N+]=[N-])[C@@H]1[C@H](CN(C1)C1=NC=C(C=C1)C=1C=2N(C=C(C1)OCC)N=CC2C#N)NC(OC(C)(C)C)=O tert-butyl ((3S,4S)-4-azido-1-(5-(3-cyano-6-ethoxypyrazolo[1,5-a]pyridin-4-yl)pyridin-2-yl)pyrrolidin-3-yl)carbamate